C=C(C(=O)OCC(=O)O)CC(OC1CC2(C1)CCCC2)=O 2-(2-methylene-4-oxo-4-(spiro[3.4]octan-2-yloxy)butanoyloxy)acetic acid